BrC=1C=CC(=NC1)C(C(=O)NC1=CC=C(C(=O)OC(C)(C)C)C=C1)CC1CCC1 tert-Butyl 4-(2-(5-bromopyridin-2-yl)-3-cyclobutylpropanamido)benzoate